CC1(C(CC=C1C)CC#N)C 2-(2,2,3-trimethylcyclopent-3-en-1-yl)acetonitrile